6-Bromobenzo[d]thiazol-2-amin BrC1=CC2=C(N=C(S2)N)C=C1